(S)-6-(4-(1-acetyl-4-acryloyl-6,6-dimethylpiperazin-2-yl)-6-chloropyridin-2-yl)-N-methylpyrimidine-4-carboxamide C(C)(=O)N1[C@H](CN(CC1(C)C)C(C=C)=O)C1=CC(=NC(=C1)Cl)C1=CC(=NC=N1)C(=O)NC